(R,Z)-(4-((1-(3-(difluoromethyl)-2-fluorophenyl)ethyl)imino)-1-methyl-1,4,5,7-tetrahydro-6H-pyrrolo[3,4-d]pyrimidin-6-yl)(4-methoxytetrahydro-2H-pyran-4-yl)methanone FC(C=1C(=C(C=CC1)[C@@H](C)\N=C/1\C2=C(N(C=N1)C)CN(C2)C(=O)C2(CCOCC2)OC)F)F